NC1CN(C1)C(=O)C1CC(C1)NC(=O)C1=C(C=C(C=C1)NC(=O)C=1N(C(=CN1)C1=C(C(=C(C=C1)OC)F)F)C)Cl N-[4-[[3-(3-aminoazetidine-1-carbonyl)cyclobutyl]carbamoyl]-3-chloro-phenyl]-5-(2,3-difluoro-4-methoxy-phenyl)-1-methyl-imidazole-2-carboxamide